methyl 4-(2-(2,6-dioxopiperidin-3-yl)-1-oxoisoindolin-4-yl)piperidine-1-carboxylate O=C1NC(CCC1N1C(C2=CC=CC(=C2C1)C1CCN(CC1)C(=O)OC)=O)=O